C(C)(C)(C)OC(=O)N1C[C@H]2C([C@H]2C1)C(N(CC)CC)=O (1R,5S,6r)-6-(diethylcarbamoyl)-3-azabicyclo[3.1.0]hexane-3-carboxylic acid tert-butyl ester